C(C)N(C1=CC=C(C=C1)C1=CC=2N(C(C=C(C2S1)C1=CC=CC=C1)=O)CC1=CC=C(C=C1)CO)CC 2-(4-(diethylamino)phenyl)-4-(4-(hydroxymethyl)benzyl)-7-phenylthieno[3,2-b]pyridin-5(4H)-one